hexacontanethiol C(CCCCCCCCCCCCCCCCCCCCCCCCCCCCCCCCCCCCCCCCCCCCCCCCCCCCCCCCCCC)S